P(=S)([NH-])([NH-])[NH-] ThioPhosphoryl-TriAmide